C(C)(=O)OC[C@H](NC([C@@H](NC(=O)C=1N=C(SC1)N1CCC(CC1)C(NC1CCOCC1)=O)CO[Si](C)(C)C(C)(C)C)=O)C(=O)OC Methyl O-acetyl-N-(O-(tert-butyldimethylsilyl)-N-(2-(4-((tetrahydro-2H-pyran-4-yl) carbamoyl)piperidin-1-yl) thiazole-4-carbonyl)-L-seryl)-L-serinate